CC=1C=C(C=CC1C)N1N=C(C=2C=NC=3C=CC(=CC3C21)OC)C=2C=C(C=CC2)N2CCC(CC2)N(C)C 1-{3-[1-(3,4-dimethylphenyl)-8-methoxy-1H-pyrazolo[4,3-c]quinolin-3-yl]phenyl}-N,N-dimethylpiperidin-4-amine